Allyl (11aS)-7-cyclopropoxy-11-hydroxy-5-oxo-8-((triisopropylsilyl)oxy)-11,11a-dihydro-1H,3H-spiro[benzo[e]pyrrolo[1,2-a][1,4]diazepine-2,1'-cyclopropane]-10(5H)-carboxylate C1(CC1)OC1=CC2=C(N(C([C@H]3N(C2=O)CC2(CC2)C3)O)C(=O)OCC=C)C=C1O[Si](C(C)C)(C(C)C)C(C)C